NCCOC(C1=C(C=CC(=C1)NC(CN1N=C(C(=C1)C1=CC=NC2=CC=CC=C12)C1=NC(=CC=C1)C)=O)F)=O fluoro-5-(2-(3-(6-methylpyridin-2-yl)-4-(quinolin-4-yl)-1H-pyrazol-1-yl)acetamido)benzoic acid 2-aminoethyl ester